N=1C=CN2N=C(C=CC21)C=2C=CN1N=C(N=CC12)NCCOC 5-(imidazo[1,2-b]pyridazin-6-yl)-N-(2-methoxyethyl)pyrrolo[2,1-f][1,2,4]triazin-2-amine